CS(=O)(=O)C=1C=C(C=NC1)C1=NC(=NC=C1C(F)(F)F)N[C@@H]1CC[C@H](CC1)N(C(OCCOC)=O)C1=NC=C(C=C1)C=1C=NC(=NC1)OC 2-methoxyethyl (trans-4-((4-(5-(methanesulfonyl)pyridin-3-yl)-5-(trifluoromethyl)pyrimidin-2-yl)amino)cyclohexyl)(5-(2-methoxypyrimidin-5-yl)pyridin-2-yl)carbamate